difluoroheptyl methacrylate C(C(=C)C)(=O)OCCCCCCC(F)F